S(=O)(=O)([O-])C1=CC=C(C)C=C1.COC1=CC=C(C=C1)[I+]C1=CC=C(C=C1)C(=O)OC1=C(C(=CC(=C1F)F)F)F (4-Methoxyphenyl)[4-(2,3,5,6-tetrafluorophenoxycarbonyl)phenyl]iodonium tosylate